2,2',2''-(10-(pyrimidin-2-ylmethyl)-1,4,7,10-tetraazacyclododecane-1,4,7-triyl)triacetic acid N1=C(N=CC=C1)CN1CCN(CCN(CCN(CC1)CC(=O)O)CC(=O)O)CC(=O)O